(Z)-1-(5-chloro-2-hydroxyphenyl)-3-(3,4-dimethoxyphenyl)-3-hydroxyprop-2-en-1-one ClC=1C=CC(=C(C1)C(\C=C(/O)\C1=CC(=C(C=C1)OC)OC)=O)O